3-(7-fluoro-1-oxo-4-(piperazin-1-yl-2,2,3,3,5,5,6,6-d8)isoindolin-2-yl)piperidine-2,6-dione FC=1C=CC(=C2CN(C(C12)=O)C1C(NC(CC1)=O)=O)N1C(C(NC(C1([2H])[2H])([2H])[2H])([2H])[2H])([2H])[2H]